5'-(2-(((1r,4r)-4-aminocyclohexyl)amino)-1-phenylethyl)-2'-chloro-5-(2-(dimethylamino)-2-oxoethoxy)-3',6-difluoro-[1,1'-biphenyl]-2-carboxamide trifluoroacetate FC(C(=O)O)(F)F.NC1CCC(CC1)NCC(C1=CC=CC=C1)C=1C=C(C(=C(C1)C=1C(=CC=C(C1F)OCC(=O)N(C)C)C(=O)N)Cl)F